Tricyclo[1.1.1.01,3]pentan C123CC1(C2)C3